BrC=1C=C(C[C@]2(C[C@H](CC2)NC(OC(C)(C)C)=O)C(N)=O)C=CC1F tert-butyl ((1S,3R)-3-(3-bromo-4-fluorobenzyl)-3-carbamoylcyclopentyl)carbamate